C1(=CC=CC=C1)CC(CN(O)CC(CC1=CC=CC=C1)O)O N,N-bis(3-phenyl-2-hydroxyl-propyl)-hydroxylamine